C(#N)C1=CC=C(C=C1)C1=NC2=C(N1C1=CC=C(C=C1)C)C=CC(=C2)C(=O)NCC2CCNCC2 2-(4-Cyanophenyl)-N-(piperidin-4-ylmethyl)-1-(p-tolyl)-1H-benzo[d]imidazole-5-carboxamide